COC1(CNC2=C3N=CN(C3=NC=N2)[C@H]2[C@@H](O)[C@H](O)[C@H](O2)CO)CC(=CO1)OC 6-(2,4-Dimethoxyfurfurylamino)-9-β-D-arabinofuranosylpurin